C(CCCCCCCCCCCCC)(=O)OC(CC(C(C(C(C(C(F)(F)F)(F)F)(F)F)(F)F)(F)F)(F)F)OC(CCCN(C)C)=O 1-((4-(dimethylamino)butyryl)oxy)-3,3,4,4,5,5,6,6,7,7,8,8,8-tridecafluorooctyl tetradecanoate